OB1OCC2=C1C(=C(C=C2)C(=O)N[C@@H](C(C)C)C(=O)OCC2=NC(=CN=C2)N2CCN(CC2)C)C (6-(4-methylpiperazin-1-yl)pyrazin-2-yl)methyl (1-hydroxy-7-methyl-1,3-dihydrobenzo[c][1,2]oxaborole-6-carbonyl)-L-valinate